FC=1C=C(\C=C\2/CC(C\C(\C2=O)=C/C2=CC(=C(C=C2)F)F)C2=CC=C(C=C2)NC(OC(C)(C)C)=O)C=CC1F tert-butyl (4-(3,5-bis((E)-3,4-difluorobenzylidene)-4-oxocyclohexyl)phenyl)carbamate